[Li].C(CCCCCCC\C=C/C\C=C/C\C=C/CC)(=O)O alpha-linolenic acid Lithium